(3R)-N-[4-(3-Cyanophenyl)-5-(2,6-dimethyl-4-pyridyl)thiazol-2-yl]-3-methylmorpholine-4-carboxamide C(#N)C=1C=C(C=CC1)C=1N=C(SC1C1=CC(=NC(=C1)C)C)NC(=O)N1[C@@H](COCC1)C